N[C@H]1CN(CC1)C(=O)C=1NC2=C(C=C(C=C2C1)Cl)F (R)-(3-Aminopyrrolidin-1-yl)(5-chloro-7-fluoro-1H-indol-2-yl)methanone